NC1=C2N=CN(C2=NC=N1)C[C@@H](C)OCP(OCCCSCCCCCCCCCCC1=CC=C(C=C1)[Si](C)(C)C)(O)=O 3-((10-(4-(trimethylsilyl)phenyl)decyl)thio)propyl hydrogen ((((R)-1-(6-amino-9H-purin-9-yl)propan-2-yl)oxy)methyl)phosphonate